CC=1[C@H](C[C@@H]([C@H](C1)C)C)CC=O 2-[(1R,4R,5S)-2,4,5-trimethylcyclohex-2-en-1-yl]acetaldehyde